6-(6-(2-hydroxypropan-2-yl)pyridin-3-yl)-4-(cis-4-methoxycyclohexyl)-3,4-dihydropyrazino[2,3-b]pyrazin-2(1H)-one OC(C)(C)C1=CC=C(C=N1)C=1N=C2C(=NC1)NC(CN2[C@@H]2CC[C@@H](CC2)OC)=O